C(C)C1CCN(C2=CC=CC=C12)C1=NNC2=NC(=CN=C21)N2CCC(CC2)(C)CNC(OC(C)(C)C)=O tert-butyl ((1-(3-(4-ethyl-3,4-dihydroquinolin-1(2H)-yl)-1H-pyrazolo[3,4-b]pyrazin-6-yl)-4-methylpiperidin-4-yl)methyl)carbamate